OC[C@H]1N(C[C@@H]([C@H]([C@@H]1O)O)O)CC1=CC(=CC=C1)CNC1=CC(=CC(=C1)C=1NC=CC1)C (2R,3R,4R,5S)-2-(hydroxymethyl)-1-{[3-({[3-methyl-5-(1H-pyrrol-2-yl)phenyl]amino}methyl)phenyl]methyl}piperidine-3,4,5-triol